(R)-3-(1-(5-carbamoyl-pyridin-3-yl)pyrrolidin-3-yl)-4-methylbenzoic acid ethyl ester C(C)OC(C1=CC(=C(C=C1)C)[C@@H]1CN(CC1)C=1C=NC=C(C1)C(N)=O)=O